3-(2-(2,4-dimethylcyclohex-3-en-1-yl)-1,3-dioxan-4-yl)-1-phenylpropan-1-one CC1C(CCC(=C1)C)C1OCCC(O1)CCC(=O)C1=CC=CC=C1